6-phenoxytetrahydro-2H-pyran-3,4-diol O(C1=CC=CC=C1)C1CC(C(CO1)O)O